3-(3-chlorophenyl)-2-methylbutanoic acid ClC=1C=C(C=CC1)C(C(C(=O)O)C)C